Dodecyl-dimethyl-(dimethylamino)silane C(CCCCCCCCCCC)[Si](N(C)C)(C)C